ethyl 2-[4-(4,4,5,5-tetramethyl-1,3,2-dioxaborolan-2-yl)cyclohex-3-en-1-yl]acetate CC1(OB(OC1(C)C)C1=CCC(CC1)CC(=O)OCC)C